N1=C(C(=CC=C1)C(=O)N1[C@@H]2[C@@H](C[C@H](C1)C2)NC2=NC=C(N=C2)C(F)(F)F)C2=NC=CC=C2 [2,2'-bipyridin]-3-yl-((1S,4S,6R)-6-((5-(trifluoromethyl)pyrazin-2-yl)amino)-2-azabicyclo[2.2.1]hept-2-yl)methanone